C(C1=CC=CC=C1)[C@@H](CO)NC1=NC(=NC=C1C(=O)OCC)NC1=CC(=C(C=C1)S(=O)(=O)C)F Ethyl 4-{[(1S)-1-benzyl-2-hydroxyethyl]amino}-2-{[3-fluoro-4-(methylsulfonyl)phenyl]amino}pyrimidine-5-carboxylate